3-methyl-3,4-dihydroisoquinoline-2(1H)-carboxylic acid tert-butyl ester C(C)(C)(C)OC(=O)N1CC2=CC=CC=C2CC1C